octylphenyl-nickel sulfide C(CCCCCCC)[Ni](C1=CC=CC=C1)=S